tert-butyl 3-cyclobutylpyrrolidine-1-carboxylate C1(CCC1)C1CN(CC1)C(=O)OC(C)(C)C